1-(4-(3-fluoro-5-(trifluoromethyl)benzyl)pyridin-2-yl)-N-(2-hydroxyethyl)-1H-pyrazole-3-carboxamide FC=1C=C(CC2=CC(=NC=C2)N2N=C(C=C2)C(=O)NCCO)C=C(C1)C(F)(F)F